4-(4-amino-2,6-difluorophenoxy)-3-chloropyridin-2-amine NC1=CC(=C(OC2=C(C(=NC=C2)N)Cl)C(=C1)F)F